C1(=CC=CC=C1)N(C1=CC=C(C=C1)C1=CC(=CC=C1)C1=CC=NC2=CC=CC=C12)C1=CC=CC=C1 N,N-diphenyl-3'-(quinolin-4-yl)-[1,1'-Biphenyl]-4-amine